[Zr].C[Zr](C1(C=CC=C1)C(C)(C)C)(C1(C=CC=C1)C(C)(C)C)C dimethyl-bis(t-butylcyclopentadienyl)zirconium zirconium